cyclohexyl(5-(5-fluoropyridin-3-yl)-4,5-dihydro-1H-pyrazol-1-yl)methanone C1(CCCCC1)C(=O)N1N=CCC1C=1C=NC=C(C1)F